C1(CC1)C(=O)NC1=CC(=C(N=N1)C(=O)NC([2H])([2H])[2H])NC1=NN(C2=CC=C(C(=C12)OC)[C@@H](C(F)(F)F)OC)C |o1:31| (S*)-6-(cyclopropanecarboxamido)-4-((4-methoxy-1-methyl-5-(2,2,2-trifluoro-1-methoxyethyl)-1H-indazol-3-yl)amino)-N-(methyl-d3)pyridazine-3-carboxamide